Ethyl-5-methyl-4-(2-((4-methylbenzyl)amino)-2-oxoethyl)-7-phenyl-4,7-dihydro-[1,2,4]triazolo[1,5-a]pyrimidine-6-carboxylate C(C)OC(=O)C1=C(N(C=2N(C1C1=CC=CC=C1)N=CN2)CC(=O)NCC2=CC=C(C=C2)C)C